Cl.CNC(CCC1=CC=CC=C1)=O N-methyl-3-phenyl-propionamide HCl